CN(C1CN(C1)C(=O)C1=C(C=C(C=C1)NC=1N=CC2=C(N1)CN(CC2)C2=C(C1=C(OCCN1C(=O)OC(C)(C)C)N=C2)C)C)C tert-butyl 7-[2-({4-[3-(dimethylamino) azetidine-1-carbonyl]-3-methyl phenyl}amino)-5H,6H,7H,8H-pyrido[3,4-d]pyrimidin-7-yl]-8-methyl-1H,2H,3H-pyrido[2,3-b][1,4]oxazine-1-carboxylate